COC1CCC(CC1)C(=O)NC(=O)NC1=CC(=C(C=C1)OC=1SC=NN1)C 1-(4-methoxycyclohexanecarbonyl)-3-[3-methyl-4-(1,3,4-thiadiazol-2-yloxy)phenyl]urea